N(=C=O)C(C(=O)OCC)CCCCN=C=O Ethyl 2,6-diisocyanatohexanoat